C[Si](CCOCN1C=CC2=C1N=CN=C2N2CCSC(=C2)C(=O)OCC)(C)C ethyl 4-(7-((2-(trimethylsilyl)ethoxy)methyl)-7H-pyrrolo[2,3-d]pyrimidin-4-yl)-3,4-dihydro-2H-1,4-thiazine-6-carboxylate